CN1N=C(C=2CN(CCC21)CC2=C(C(=NC=C2)C=2C=C1CN(C(C1=CC2)=O)C2C(NC(CC2)=O)=O)F)C 3-(5-(4-((1,3-dimethyl-1,4,6,7-tetrahydro-5H-pyrazolo[4,3-c]pyridin-5-yl)methyl)-3-fluoropyridin-2-yl)-1-oxoisoindolin-2-yl)piperidine-2,6-dione